4-(2-ethoxy-2-oxo-ethyl)-4-hydroxy-piperidine-1-carboxylic acid tert-butyl ester C(C)(C)(C)OC(=O)N1CCC(CC1)(O)CC(=O)OCC